ClC=1C=C2C(=C3C4(NC(NC13)=O)CCCCC4)OC(=C2)CN2CCC(CC2)(C=2SC=CC2)O 5'-chloro-2'-{[4-hydroxy-4-(thiophen-2-yl)piperidin-1-yl]methyl}-7',8'-dihydro-6'H-spiro[cyclohexane-1,9'-furo[2,3-f]quinazoline]-7'-one